C(C)(C)N(C(C)C)CC=1C=C(COC=2C=C(C=CC2)C(CP(O)(=O)C)C)C=CC1C1=CC(=NC=C1F)OC (2-(3-((3-((diisopropylamino)methyl)-4-(5-fluoro-2-methoxypyridin-4-yl)benzyl)oxy)phenyl)propyl)(methyl)phosphinic acid